(S)-4-(cyclohex-1-en-1-yl)-1-methyl-3-(1-propylpyrrolidin-3-yl)-1H-pyrazol-5-amine C1(=CCCCC1)C=1C(=NN(C1N)C)[C@@H]1CN(CC1)CCC